((7R)-7-amino-2-azabicyclo[2.2.1]hept-2-yl)(2-(1-(cyclopropylmethyl)-6-(4-(difluoromethoxy)phenyl)-1H-indol-2-yl)-4-methoxy-3-methylpyrazolo[1,5-a]pyridin-6-yl)methanone N[C@H]1C2N(CC1CC2)C(=O)C=2C=C(C=1N(C2)N=C(C1C)C=1N(C2=CC(=CC=C2C1)C1=CC=C(C=C1)OC(F)F)CC1CC1)OC